2-(7-((2S,5R)-5-ethyl-2-methylpiperazin-1-yl)-5-oxo-4,5-dihydropyrazolo[1,5-a]pyrimidin-2-yl)acetonitrile C(C)[C@H]1NC[C@@H](N(C1)C1=CC(NC=2N1N=C(C2)CC#N)=O)C